(2S)-3-{3-[(2-Cyanoethanimidoyl)amino]phenyl}-2-[(3R)-pyrrolidin-3-yl]propanoic acid dihydrochloride Cl.Cl.C(#N)CC(=N)NC=1C=C(C=CC1)C[C@H](C(=O)O)[C@@H]1CNCC1